CC(=C(C(=O)O)CC(=O)O)C.C(C(=C)CC(=O)OC)(=O)OC dimethyl itaconate (dimethyl itaconate)